6,6-dimethyl-2-Norpinene-2-carboxaldehyde CC1(C2CC=C(C1C2)C=O)C